ClC=1C(=NC(=CC1)C1=CC=CC=2OC(OC21)(F)F)C(=O)OC Methyl 3-chloro-6-(2,2-difluorobenzo[d][1,3]dioxol-4-yl)picolinate